1-benzyl-2-(pyridin-4-yl)-benzo[d]imidazole C(C1=CC=CC=C1)N1C(=NC2=C1C=CC=C2)C2=CC=NC=C2